dodecyl 3-(3-dodecoxy-3-oxo-propyl)sulfanylpropanoate C(CCCCCCCCCCC)OC(CCSCCC(=O)OCCCCCCCCCCCC)=O